Cl.NC=1C=CC(=NC1)C(=O)NC1=NC(N(C=C1)[C@@H]1O[C@@H]([C@H](C1(F)F)O)CO)=O 5-amino-N-(1-((2r,4r,5r)-3,3-difluoro-4-hydroxy-5-(hydroxymethyl)tetrahydrofuran-2-yl)-2-oxo-1,2-dihydropyrimidin-4-yl)pyridinecarboxamide hydrochloride